(R)- or (S)-2-(1-((4-carboxyphenyl)amino)-3-((1r,4r)-4-hydroxycyclohexyl)-1-oxopropan-2-yl)-5-(3-chloro-6-(difluoromethyl)-2-fluorophenyl)pyridine 1-oxide C(=O)(O)C1=CC=C(C=C1)NC([C@H](CC1CCC(CC1)O)C1=[N+](C=C(C=C1)C1=C(C(=CC=C1C(F)F)Cl)F)[O-])=O |o1:11|